4-(6-bromoimidazo[4,5-b]pyridin-3-yl)-2-[3-(difluoromethoxy)-5-methyl-pyrazol-1-yl]benzonitrile BrC=1C=C2C(=NC1)N(C=N2)C2=CC(=C(C#N)C=C2)N2N=C(C=C2C)OC(F)F